N-(4-fluorophenyl)benzenesulfonamide FC1=CC=C(C=C1)NS(=O)(=O)C1=CC=CC=C1